tristyrylmethyl phenyl ether C1(=CC=CC=C1)OC(C=CC1=CC=CC=C1)(C=CC1=CC=CC=C1)C=CC1=CC=CC=C1